6-(5-chloro-1,3-benzoxazol-2-yl)spiro[3.3]heptan-2-amine ClC=1C=CC2=C(N=C(O2)C2CC3(CC(C3)N)C2)C1